3-chloro-4-methyl-7-(1-methylpiperidin-3-yl)-7H-imidazo[4,5-c]pyridazine ClC1=C(C2=C(N=N1)N(C=N2)C2CN(CCC2)C)C